6-methoxy-N-((5-methoxy-1-(tetrahydro-2H-pyran-2-yl)-4-(trifluoromethyl)-1H-pyrazol-3-yl)methyl)pyridine-3-amine COC1=CC=C(C=N1)NCC1=NN(C(=C1C(F)(F)F)OC)C1OCCCC1